Cl.CNC(=N)N1CC(C=2C3=C(C=CC12)C=CC=C3)C N,1-Dimethyl-1,2-dihydro-3H-benzo[e]indole-3-carboximidamide hydrochloride